C(C)(=O)OOC1=NC=CC(=C1OC1=C(C=C(C(=C1)N1C(N(C(=CC1=O)C(F)(F)F)C)=O)F)Cl)CC ethyl[3-(2-chloro-4-fluoro-5-(3-methyl-2,6-dioxo-4-trifluoromethyl-3,6-dihydro-2H-pyrimidin-1-yl)phenoxy)pyridin-2-yl oxy] acetate